C1=CC=CC=2C3=CC=CC=C3C(C12)COC(=O)NCCCC[C@H](N)C(=O)O N6-(((9H-fluoren-9-yl)methoxy)carbonyl)-L-lysine